CN(CCCNC(=O)NCCCN(C)C)C 1,3-bis[3-(dimethylamino)-propyl]urea